(4-amino-7-chloro-1,3-dihydrofuro[3,4-c]quinolin-8-yl)((3s,5r)-3-methyl-5-(5-(trifluoromethoxy)-2-pyridinyl)-4-morpholinyl)methanone NC1=NC=2C=C(C(=CC2C2=C1COC2)C(=O)N2[C@H](COC[C@H]2C2=NC=C(C=C2)OC(F)(F)F)C)Cl